C(C)(=O)OC\C=C/C1=CC=CC=C1 (Z)-cinnamyl acetate